3-(2-chloro-1,3-thiazol-5-ylmethyl)-5-methyl-1,3,5-oxadiazin-4-ylidene(nitro)amine ClC=1SC(=CN1)CN1COCN(C1=N[N+](=O)[O-])C